o-hydroxyphenyl-azole OC1=C(C=CC=C1)C=1NC=CC1